(3-cyano-4-(cyclopropylmethoxy)phenyl)-N-methoxy-N,4-dimethylthiazole-5-carboxamide C(#N)C=1C=C(C=CC1OCC1CC1)C=1SC(=C(N1)C)C(=O)N(C)OC